ClC1=NC(=CC2=C1N(C=N2)C2CC2)C2=CC=C1C(=C2)N(C(C12CCNCC2)=O)C2CC(C2)N2CCCCC2 6-(4-chloro-3-cyclopropyl-3H-imidazo[4,5-c]pyridin-6-yl)-1-((1s,3s)-3-(piperidin-1-yl)cyclobutyl)spiro[indolin-3,4'-piperidin]-2-one